[Na+].ClC=1C=CC=C2C=CC=C(C12)S(=O)(=O)[O-] 8-chloronaphthalene-1-sulfonate sodium